C(C=1C(C(=O)O)=CC=CC1)(=O)O.CC(C(=O)NC1=CC2=NC3=C(C=CC=C3C2=CC=C1)NCC(C)C)(C)C 7-(2,2-dimethylpropanoyl)amino-4-(isobutyl)aminocyclohepta[7,6-b]indole phthalate